1,3-dipentyl-tetramethyl-disilazane C(CCCC)[Si](N[Si](CCCCC)(C)C)(C)C